methyl (R)-2-(4-(1-((3-methyl-4-(2-methylbenzamido) phenyl)sulfonamido) ethyl)piperidin-1-yl)acetate CC=1C=C(C=CC1NC(C1=C(C=CC=C1)C)=O)S(=O)(=O)N[C@H](C)C1CCN(CC1)CC(=O)OC